C(#C)C1=C(C(=C(S1)C#C)C#C)C#C tetraethynyl-thiophene